FC(CCC(CCOCCO)NC(OC(C)(C)C)=O)F tert-butyl (6,6-difluoro-1-(2-hydroxyethoxy)hexan-3-yl)carbamate